COC1=CC=C(C=C1)CN(C1=NC(=NC=2N1N=CC2C2=CN=CS2)N2CCOCC2)CC2=NC1=C(N2COCC[Si](C)(C)C)C=CC=C1 N-[(4-methoxyphenyl)methyl]-2-(morpholin-4-yl)-8-(1,3-thiazol-5-yl)-N-[(1-{[2-(trimethylsilyl)ethoxy]methyl}-1H-benzimidazol-2-yl)methyl]pyrazolo[1,5-a][1,3,5]triazin-4-amine